(R)-2-(3-(3-fluoro-4-methylphenyl)-3-(1,2,4-thiadiazol-5-yl)pyrrolidine-1-carbothioamido)-4-methoxy-N-methylbenzamide FC=1C=C(C=CC1C)[C@]1(CN(CC1)C(NC1=C(C(=O)NC)C=CC(=C1)OC)=S)C1=NC=NS1